7-amino-1,3-naphthalenedisulfonic acid disodium salt [Na+].[Na+].NC1=CC=C2C=C(C=C(C2=C1)S(=O)(=O)[O-])S(=O)(=O)[O-]